4-(1-(2-((3,5-dichlorophenyl)sulfonyl)-4,4-dimethyl-1,2,3,4-tetrahydroisoquinolin-7-yl)piperidin-4-yl)morpholine ClC=1C=C(C=C(C1)Cl)S(=O)(=O)N1CC2=CC(=CC=C2C(C1)(C)C)N1CCC(CC1)N1CCOCC1